FC(C(=O)O)(F)F.FC(C(=O)NC1=C(C(=O)OC)C=CN=C1)(F)F methyl 3-(2,2,2-trifluoroacetamido)isonicotinate, trifluoroacetic acid salt